FC1=C(C=C(C=C1)NC(=O)C1=C(N(C(=C1C)C(C(=O)N[C@@H]1[C@H](COCC1)O)=O)C)C)C N-(4-fluoro-3-methylphenyl)-5-(2-(((3R,4S)-3-hydroxytetrahydro-2H-pyran-4-yl)amino)-2-oxoacetyl)-1,2,4-trimethyl-1H-pyrrole-3-carboxamide